[C@H]12CC(C[C@@H]2C1)N1N=CC(=C1)C=1C(=C(C=CC1)NC1=C(N=NC(=C1)NC(=O)C1CC1)C(=O)N)OC 4-((3-(1-((1R,3r,5S)-bicyclo[3.1.0]hexan-3-yl)-1H-pyrazol-4-yl)-2-methoxyphenyl)amino)-6-(cyclopropanecarboxamido)pyridazine-3-carboxamide